OC=1C=C(C(=C(C1)C(=O)O)C(=O)O)C(=O)O 5-hydroxybenzene-1,2,3-tricarboxylic acid